1-undecyl-3-butylpyrrolium fluoride [F-].C(CCCCCCCCCC)[NH+]1C=C(C=C1)CCCC